bis(triphenylphosphine) palladium (II) dibromide [Pd](Br)Br.C1(=CC=CC=C1)P(C1=CC=CC=C1)C1=CC=CC=C1.C1(=CC=CC=C1)P(C1=CC=CC=C1)C1=CC=CC=C1